C(C(CCC(=O)[O-])C(=O)[O-])C(=O)[O-] 1,2,4-butanetricarboxylate